C1(CCCCC1)=CC(=O)OCC ethyl 2-cyclohexylideneacetate